C1C=CN=C2N1C1=CC=CC=C1C=C2 pyrimido[1,2-a]quinoline